3,4-dihydro-5-methyl-1-isoquinolinone CC1=C2CCNC(C2=CC=C1)=O